N1N=NC=C1C[C@@H](C)OCC(=O)N1CC=2N=C(N=CC2C1)NC1CC2=CC=CC=C2C1 (R)-2-((1-(1H-1,2,3-triazol-5-yl)propan-2-yl)oxy)-1-(2-((2,3-dihydro-1H-inden-2-yl)amino)-5,7-dihydro-6H-pyrrolo[3,4-d]pyrimidin-6-yl)ethan-1-one